(2E)-3-(3,4-dihydroxyphenyl)prop-2-enoate OC=1C=C(C=CC1O)/C=C/C(=O)[O-]